3-benzyloxybenzylbenzylchloride triphenyl-phosphate C1(=CC=CC=C1)OP(=O)(OC1=CC=CC=C1)OC1=CC=CC=C1.C(C1=CC=CC=C1)OC=1C=C(CC(C2=CC=CC=C2)Cl)C=CC1